Diethyl 2-((5-fluoro-9-oxo-1,2,3,9-tetrahydropyrrolo[2,1-b]quinazolin-3-yl)methyl)malonate FC1=CC=CC=2C(N3C(=NC12)C(CC3)CC(C(=O)OCC)C(=O)OCC)=O